C1(=CC(=CC=C1)C1=CN=C(C=2N1C=CN2)NC2=CC=C(C=C2)N2CCN(CC2)C(=O)OC(C)(C)C)C tert-butyl 4-[4-[[5-(m-tolyl)imidazo[1,2-a]pyrazin-8-yl]amino]phenyl]piperazine-1-carboxylate